ClC1=NC=2CC3(CCC2C(=N1)Cl)CSCC1=CC=CC=C13 2',4'-dichloro-5',8'-dihydro-6'H-spiro[isothiochromane-4,7'-quinazoline]